5-chloro-4-hydroxy-1-methyl-2-oxo-N-phenylquinoline-3-carboxamide potassium salt [K].ClC1=C2C(=C(C(N(C2=CC=C1)C)=O)C(=O)NC1=CC=CC=C1)O